N-(3-(difluoromethoxy)-4-(3-methyl-6-(pyrazolo[1,5-a]pyrimidin-3-yl)-1H-pyrazolo[4,3-c]pyridin-1-yl)benzyl)-N-(2,4-dimethoxybenzyl)methane-sulfonamide FC(OC=1C=C(CN(S(=O)(=O)C)CC2=C(C=C(C=C2)OC)OC)C=CC1N1N=C(C=2C=NC(=CC21)C=2C=NN1C2N=CC=C1)C)F